C(=O)=C1C(C2CCC1CC2)C(=O)[O-] 3-carbonyl-bicyclo[2.2.2]octane-2-formate